C1(CC1)SCC1CCN(CC1)C(=O)OC(C)(C)C tert-butyl 4-(cyclopropylsulfanylmethyl)piperidine-1-carboxylate